2-(2-cyano-N,5-dimethyl-1-tosyl-1H-indole-7-sulfonamido)-N-(4-oxo-6,7,8,9-tetrahydro-4H-pyrido[1,2-a]pyrimidin-2-yl)acetamide C(#N)C=1N(C2=C(C=C(C=C2C1)C)S(=O)(=O)N(C)CC(=O)NC=1N=C2N(C(C1)=O)CCCC2)S(=O)(=O)C2=CC=C(C)C=C2